CCC=CC=CC=CC=O nonatrienal